N1(CCOCC1)C=1C2=C(N=CN1)NC(=C2)C2=CC=C(C=C2)C2N(CCN(C2)C2CCNCC2)S(=O)(=O)N {4-[4-(morpholin-4-yl)-7H-pyrrolo[2,3-d]pyrimidin-6-yl]phenyl}-4-(piperidin-4-yl)piperazine-1-sulfonamide